C1(=CC=C(C=C1)C(=O)N)C1=CC=CC=C1 (+)-biphenyl-4-carboxamide